ethyl (S)-3-(benzyl((R)-1-phenylethyl)amino)-3-(4'-methylbiphenyl-3-yl)propanoate C(C1=CC=CC=C1)N([C@@H](CC(=O)OCC)C=1C=C(C=CC1)C1=CC=C(C=C1)C)[C@H](C)C1=CC=CC=C1